Cl.CN1C(N(C2=C1C=C(C=C2)CCOC2CCNCC2)C2C(NC(CC2)=O)=O)=O 3-[3-methyl-2-oxo-5-[2-(piperidin-4-yloxy)ethyl]-1,3-benzodiazol-1-yl]piperidine-2,6-dione hydrochloride